N-[4-(3-Cyanophenyl)-5-(2,6-dimethyl-4-pyridyl)thiazol-2-yl]-2,4-dioxo-1,3,8-triazaspiro[4.5]decan-8-carboxamid C(#N)C=1C=C(C=CC1)C=1N=C(SC1C1=CC(=NC(=C1)C)C)NC(=O)N1CCC2(C(NC(N2)=O)=O)CC1